1-(5-cyclopropyl-3,6-dimethoxypyridin-2-yl)propan-2-amine C1(CC1)C=1C=C(C(=NC1OC)CC(C)N)OC